2,4'-methylenedi-aniline C(C1=CC=C(N)C=C1)C1=C(N)C=CC=C1